1-[(2R,3R,4S,5R)-4-(benzyloxy)-5-[(benzyloxy)methyl]-3-hydroxy-5-[2-(triethylsilyl)ethynyl]oxolan-2-yl]-5-fluoro-3H-pyrimidine-2,4-dione C(C1=CC=CC=C1)O[C@H]1[C@H]([C@@H](O[C@]1(C#C[Si](CC)(CC)CC)COCC1=CC=CC=C1)N1C(NC(C(=C1)F)=O)=O)O